2'-chloro-6'-methyl-1-(oxetan-3-yl)-6',7'-dihydrospiro[piperidine-4,5'-pyrrolo[3,4-b]pyridine] ClC1=CC=C2C(=N1)CN(C21CCN(CC1)C1COC1)C